C(C)(C)(C)OC(=O)N(CCCC1=C(C=CC(=C1F)F)NC1=C(C(=O)O)C=C(C(=C1)Cl)F)C1=NC(=CC=C1[N+](=O)[O-])OC 2-((2-(3-((tert-Butoxycarbonyl)(6-methoxy-3-nitropyridin-2-yl)amino)propyl)-3,4-difluorophenyl)amino)-4-chloro-5-fluorobenzoic acid